2-(3-ethyl-1-oxobenzo[4,5]imidazo[1,2-a]pyridin-5(1H)-yl)-N-(4-(trifluoromethyl)phenyl)acetamide C(C)C=1C=C2N(C(C1)=O)C1=C(N2CC(=O)NC2=CC=C(C=C2)C(F)(F)F)C=CC=C1